S([O-])(O)(=O)=O.C(CC)[N+](CCC)(CCC)CCC Tetrapropylammonium bisulfate